C(#N)N[S@@](=O)(=NC(NC1=C2CCCC2=CC=2CCCC12)=O)C=1C=NN2C1OC[C@@H]2C (S,3S)-N-cyano-N'-((1,2,3,5,6,7-hexahydro-s-indacen-4-yl)carbamoyl)-3-methyl-2,3-dihydropyrazolo[5,1-b]oxazole-7-sulfonimidamide